CN1N=CC(=C1)C=1N=C(C=2N(C1)N=CC2)NCC2CCN(CC2)S(=O)(=O)C=C (R)-6-(1-methyl-1H-pyrazol-4-yl)-N-((1-(vinylsulfonyl)piperidin-4-yl)methyl)pyrazolo[1,5-a]pyrazin-4-amine